N-[(1R,3S)-3-[7-methoxy-8-(trifluoromethyl)-[1,2,4]triazolo[4,3-a]pyridin-3-yl]cyclohexyl]-4-(oxetan-3-yloxy)-5-(trifluoromethyl)pyrimidin-2-amine COC1=C(C=2N(C=C1)C(=NN2)[C@@H]2C[C@@H](CCC2)NC2=NC=C(C(=N2)OC2COC2)C(F)(F)F)C(F)(F)F